N-(5-bromo-6-fluoro-3-methoxypyridin-2-yl)-6-(2-fluoroethyl)pyrazolo[1,5-a]pyridine-3-sulfonamide BrC=1C=C(C(=NC1F)NS(=O)(=O)C=1C=NN2C1C=CC(=C2)CCF)OC